2-chloro-N-((S)-2-cyano-1-(4-(ethyl-sulfonyl)phenyl)ethyl)-4-((2S,4S)-2-((difluoromethoxy)methyl)-4-(4-(trifluoromethyl)phenoxy)pyrrolidin-1-yl)benzamide ClC1=C(C(=O)N[C@@H](CC#N)C2=CC=C(C=C2)S(=O)(=O)CC)C=CC(=C1)N1[C@@H](C[C@@H](C1)OC1=CC=C(C=C1)C(F)(F)F)COC(F)F